BrC=1C=C(C=C(C1)C)NC1COCC1O[Si](C)(C)C(C)(C)C N-(3-bromo-5-methylphenyl)-4-((tert-butyldimethylsilyl)oxy)tetrahydrofuran-3-amine